2-benzyl 1-(tert-butyl) (2R,3R,4R)-3-fluoro-4-hydroxypyrrolidine-1,2-dicarboxylate F[C@@H]1[C@H](N(C[C@H]1O)C(=O)OC(C)(C)C)C(=O)OCC1=CC=CC=C1